Cl.Cl.C[C@@H]1N(C[C@H](NC1)C)C1=C(C(N(C=2C=CC(=NC12)C#N)C)=O)F 8-((2S,5R)-2,5-dimethylpiperazin-1-yl)-7-fluoro-5-methyl-6-oxo-5,6-dihydro-1,5-naphthyridine-2-carbonitrile bis-hydrochloride